5-(5-cyano-2-cyclopropoxyphenyl)-N-((3R,5S)-1-cyano-5-(methoxymethyl)pyrrolidin-3-yl)oxazole C(#N)C=1C=CC(=C(C1)C1=CN(CO1)[C@H]1CN([C@@H](C1)COC)C#N)OC1CC1